Trichlorobenzene-d3 ClC1=C(C(=C(C(=C1[2H])[2H])[2H])Cl)Cl